C(CCCCCCC\C=C/CCCCCCCC)(=O)[O-].C(CCCCCCC\C=C/CCCCCCCC)(=O)[O-].[Zr+2] zirconium bis(oleate)